N,N-diethyl-3-methoxy-2-sulfamoyl-benzamide C(C)N(C(C1=C(C(=CC=C1)OC)S(N)(=O)=O)=O)CC